CC1(N(C(CC(C1)OC(CCCCCCCCC(=O)OC1CC(N(C(C1)(C)C)SC1=CC=CC=C1)(C)C)=O)(C)C)SC1=CC=CC=C1)C bis(2,2,6,6-tetramethyl-1-(phenylthio)piperidin-4-yl)-decanedioate